(S)-2-(N-(tert-butoxycarbonyl)-amino)butyric acid C(C)(C)(C)OC(=O)N[C@H](C(=O)O)CC